1,3-tetradecanediol C(CC(CCCCCCCCCCC)O)O